3-Acetyl-2-methylimidazo-[1,2-a]pyridine C(C)(=O)C1=C(N=C2N1C=CC=C2)C